5-(1-ethylcyclopentyloxymethyloxycarbonyl)-7-oxo-bicyclo[2.2.1]Hept-2-ene C(C)C1(CCCC1)OCOC(=O)C1C2C=CC(C1)C2=O